2-(2,6-dioxopiperidin-3-yl)-1-oxo-N-((R)-2,2,2-trifluoro-1-(5-fluoropyridin-2-yl)ethyl)isoindoline-5-carboxamide O=C1NC(CCC1N1C(C2=CC=C(C=C2C1)C(=O)N[C@@H](C(F)(F)F)C1=NC=C(C=C1)F)=O)=O